9-fluoro-5-methyl-2-phenyl-1H,2H,3H,4H-pyridazino[4,5-c]quinoline-1,4-dione FC1=CC=2C3=C(C(=NC2C=C1)C)C(NN(C3=O)C3=CC=CC=C3)=O